(2-Oxo-2-(2,5-dichlorophenyl)ethyl)chloroacetamide O=C(CC(C(=O)N)Cl)C1=C(C=CC(=C1)Cl)Cl